COC1=C(C=CC(=C1)C(F)(F)F)C=1C2=C(C(=NN1)S[C@H]1CN(CCC1)C(=O)OC(C)(C)C)CCC2 tert-butyl (R)-3-((4-(2-methoxy-4-(trifluoromethyl)phenyl)-6,7-dihydro-5H-cyclopenta[d]pyridazin-1-yl)thio)piperidine-1-carboxylate